(S)-1-(4-(3-(6-(4-isopropyl-4H-1,2,4-triazol-3-yl)pyridin-2-yl)-2-oxoimidazolidin-1-yl)phenyl)-N-methylpyrrolidine-3-carboxamide C(C)(C)N1C(=NN=C1)C1=CC=CC(=N1)N1C(N(CC1)C1=CC=C(C=C1)N1C[C@H](CC1)C(=O)NC)=O